C(#N)C1=CC=C(C=C1)C1=CN=CC2=C1OCCN2S(=O)(=O)C2CN(C2)CC=2C=C(C#N)C=CC2 3-((3-((8-(4-cyanophenyl)-2,3-dihydro-4H-pyrido[4,3-b][1,4]oxazin-4-yl)sulfonyl)azetidin-1-yl)methyl)benzonitrile